COC(=O)C=1C=NN2C1C=C(C=C2)CNC2CCC2 5-((Cyclobutylamino)methyl)pyrazolo[1,5-a]pyridine-3-carboxylic acid methyl ester